ClC=1C=CC2=C(N=C(O2)C2CC3(CC(C3)NC(=O)C3=CC=C(O3)S(=O)(=O)CC3CN(C3)C(=O)OCC3=CC=CC=C3)C2)C1 benzyl 3-[[5-[[6-(5-chloro-1,3-benzoxazol-2-yl)spiro[3.3]heptan-2-yl]carbamoyl]-2-furyl]sulfonylmethyl]azetidine-1-carboxylate